tricarbonyl-cycloheptatrienyl-molybdenum C(=O)=[Mo](C1=CC=CC=CC1)(=C=O)=C=O